5-chloro-N-(2,4-difluoro-3-(1-(isoxazol-5-yl)imidazo[1,5-a]pyridin-6-yl)phenyl)-2-methoxypyridine-3-sulfonamide ClC=1C=C(C(=NC1)OC)S(=O)(=O)NC1=C(C(=C(C=C1)F)C=1C=CC=2N(C1)C=NC2C2=CC=NO2)F